1-phenoxy-2,3-butanediol O(C1=CC=CC=C1)CC(C(C)O)O